NC=1C2=C(N=C(N1)Cl)N(C=C2C2=NN(C=C2)C)[C@@H]2C[C@@H]([C@@H]1[C@H]2OC(O1)(C)C)C=1C=C(C=CC1)CO {3-[(3aR,4R,6R,6aS)-6-[4-amino-2-chloro-5-(1-methylpyrazol-3-yl)pyrrolo[2,3-d]pyrimidin-7-yl]-2,2-dimethyl-tetrahydro-3aH-cyclopenta[d][1,3]dioxol-4-yl]phenyl}methanol